Tert-butyl 6-(7-tosyl-7H-pyrrolo[2,3-d]pyrimidin-4-yl)-1,6-diazaspiro[3.5]nonane-1-carboxylate S(=O)(=O)(C1=CC=C(C)C=C1)N1C=CC2=C1N=CN=C2N2CC1(CCN1C(=O)OC(C)(C)C)CCC2